5-(4-(3-hydroxyazetidin-1-yl)piperidin-1-yl)-2-((6-methylimidazo[1,2-a]pyridin-2-yl)methyl)-2,7-naphthyridin-1(2H)-one OC1CN(C1)C1CCN(CC1)C1=C2C=CN(C(C2=CN=C1)=O)CC=1N=C2N(C=C(C=C2)C)C1